2-chloro-6-(difluoromethoxy)-3-nitropyridine ClC1=NC(=CC=C1[N+](=O)[O-])OC(F)F